C(C=C)OC1=CC=C(C=C1)OCC 1-allyloxy-4-ethoxybenzene